5-methyl-2H-benzo[d][1,3]oxazine-2,4(1H)-dione CC1=CC=CC=2NC(OC(C21)=O)=O